bromopropylamine bromate Br(=O)(=O)O.BrCCCN